[Te].C(CCCC)(=O)O.C(CCCC)(=O)O dipentanoic acid tellurium